BrC=1C=CC(=NC1)C=O 5-bromopyridyl-formaldehyde